4-[[2-(6-keto-7-oxa-2,5-diazaspiro[3.4]octane-2-carbonyl)-2-azaspiro[3.3]heptan-6-yl]methyl]-2-(trifluoromethyl)benzonitrile O=C1NC2(CN(C2)C(=O)N2CC3(C2)CC(C3)CC3=CC(=C(C#N)C=C3)C(F)(F)F)CO1